NC1=C2C(=NC=N1)N(N=C2C=2C(=C1CCN(C1=CC2)C(CC2=CC(=C(C=C2)F)C(F)(F)F)=O)F)C2CCOCC2 1-(5-(4-amino-1-(tetra-hydro-2H-pyran-4-yl)-1H-pyrazolo[3,4-d]pyrimidin-3-yl)-4-fluoro-indolin-1-yl)-2-(4-fluoro-3-(trifluoromethyl)phenyl)ethan-1-one